4-(6-hydroxypyridin-3-yl)-2H-thiochromen-7-yl pivalate C(C(C)(C)C)(=O)OC1=CC=C2C(=CCSC2=C1)C=1C=NC(=CC1)O